(S)-N2-(2-methoxy-4-(morpholino-sulfonyl)phenyl)-N4-(tetrahydrofuran-3-yl)-5-(trifluoromethyl)-7H-pyrrolo[2,3-d]pyrimidine-2,4-diamine COC1=C(C=CC(=C1)S(=O)(=O)C1CNCCO1)NC=1N=C(C2=C(N1)NC=C2C(F)(F)F)N[C@@H]2COCC2